N-[5-(difluoromethoxy)-4,6-dimethoxy-pyrimidin-2-yl]-5-(2-fluorophenyl)-1H-pyrrole-3-sulfonamide FC(OC=1C(=NC(=NC1OC)NS(=O)(=O)C1=CNC(=C1)C1=C(C=CC=C1)F)OC)F